4-((5-chloro-4-(3-methoxyphenyl)-7-((2-(trimethylsilyl)ethoxy)methyl)-7H-pyrrolo[2,3-d]pyrimidin-2-yl)amino)-3-methoxybenzene ClC1=CN(C=2N=C(N=C(C21)C2=CC(=CC=C2)OC)NC2=C(C=CC=C2)OC)COCC[Si](C)(C)C